NC=1C(=NC=CC1C1=C(C=CC(=C1)F)F)C1C(CCCC1)O 2-(3-amino-4-(2,5-difluorophenyl)pyridin-2-yl)cyclohexan-1-ol